C(C)(C)(C)C(CCC)OC(=O)N1CC(NCC1)=O 4-(Tert-butyl-butoxycarbonyl)piperazin-2-one